(1-(6-(3,4-difluorophenyl)-4-(hydroxymethyl)pyridin-3-yl)-3-(1-methyl-1H-1,2,3-triazol-4-yl)piperidin-3-yl)carbamic acid methyl ester COC(NC1(CN(CCC1)C=1C=NC(=CC1CO)C1=CC(=C(C=C1)F)F)C=1N=NN(C1)C)=O